ClC=1C=C(C(=CC1CC)NCCOCC(C)C)N 4-chloro-5-ethyl-N1-(2-isobutoxyethyl)benzene-1,2-diamine